[PH2](=O)Cl phosphinoyl chloride